ClC1=C(C=C(C=C1)N)N 1-chloro-2,4-diaminobenzene